ClC1=CC=C(C(=N1)C(=O)NC1=CC(=CC=C1)C(F)(F)F)C 6-chloro-3-methyl-N-(m-trifluoromethylphenyl)picolinamide